N-(6-chloro-5-ethyl-4-methylpyridazin-3-yl)-1,3-benzothiazol-2-amine ClC1=C(C(=C(N=N1)NC=1SC2=C(N1)C=CC=C2)C)CC